ethyl (4S,5S)-4-(7-((tert-butoxycarbonyl)(thiophen-2-ylmethyl)amino)-5-chloro-3-methylthieno[3,2-b]pyridin-2-yl)-5-((tert-butoxycarbonyl)amino)cyclohex-1-ene-1-carboxylate C(C)(C)(C)OC(=O)N(C1=C2C(=NC(=C1)Cl)C(=C(S2)[C@H]2CC=C(C[C@@H]2NC(=O)OC(C)(C)C)C(=O)OCC)C)CC=2SC=CC2